FC1(CCC(CC1)NN1NN2C(C=C1)=C(C=C2)C=2C=CC=1N(C2)C=CN1)F N-(4,4-Difluorocyclohexyl)-5-(imidazo[1,2-a]pyridin-6-yl)pyrrolo[2,1-f]triazin-2-amine